2-(bromomethyl)-6-chloro-4-fluorobenzonitrile BrCC1=C(C#N)C(=CC(=C1)F)Cl